C(C)(C)(C)OC(=O)N1CCC(CC1)SC1=C(C=CC=C1)C 4-(Methylphenylthio)piperidine-1-carboxylic acid tert-butyl ester